C(C=C)(=O)OCC[N+](CCCC)(CCOC(C=C)=O)CCOC(C=C)=O (tris(2-acryloyloxyethyl))n-butylammonium